C(=O)(OC1CCCCC1)OOC(=O)OC(C)(C)C cyclohexyl tert-butyl peroxydicarbonate